O[C@@H](CNC1=NN=C(C=2N1C=CC2)C2=C(C=C(C=C2)OC)O)C 2-(4-{[(2R)-2-hydroxypropyl]amino}pyrrolo[1,2-d][1,2,4]triazin-1-yl)-5-methoxyphenol